IC1=CC=C([O-])C=C1.[Li+] lithium 4-iodophenoxide